1-benzyl 2-methyl (2S)-4-allyl-4-hydroxypyrrolidine-1,2-dicarboxylate C(C=C)C1(C[C@H](N(C1)C(=O)OCC1=CC=CC=C1)C(=O)OC)O